C(C)(=O)C1=C(C2=C(N=C(N=C2)NC2=NC=C(C=C2)N2CCN(CC2)CC=2C=NC(=CC2)CCl)N(C1=O)C1CCCC1)C 6-acetyl-2-((5-(4-((6-(chloromethyl)pyridin-3-yl)methyl)piperazin-1-yl)pyridin-2-yl)amino)-8-cyclopentyl-5-methylpyrido[2,3-d]pyrimidin-7(8H)-one